4-(2-aminoethyl)piperazin-1-yl-3-methylpyrimidine-4(3H)-on NCCN1CCN(CC1)C1=NC=CC(N1C)=O